FC1=C(CC2(NC(=NC(=C2)C2=CC(=CC=C2)OC)N)N)C=CC(=C1)F 4-(2,4-difluorobenzyl)-6-(3-methoxyphenyl)pyrimidine-2,4-diamine